tert-butyl (4R)-4-(3-ethoxy-2-fluoro-3-oxopropyl)-2,2-dimethyloxazolidine-3-carboxylate C(C)OC(C(C[C@H]1N(C(OC1)(C)C)C(=O)OC(C)(C)C)F)=O